2-fluoro-N-[2-(2-methoxy-4-pyridyl)thieno[3,2-c]pyridin-4-yl]-N-[(3R)-3-piperidyl]-4-(triazolo[4,5-b]pyridin-3-yl)benzamide FC1=C(C(=O)N([C@H]2CNCCC2)C2=NC=CC3=C2C=C(S3)C3=CC(=NC=C3)OC)C=CC(=C1)N1N=NC=3C1=NC=CC3